ClC=1C(=CC2=C(N(C(N=C2N2[C@H](CN(CC2)C(=O)OC(C)(C)C)C)=O)C2=C(C=CC=C2C)C(C)C)N1)F (S)-tert-Butyl 4-(7-chloro-6-fluoro-1-(2-isopropyl-6-methylphenyl)-2-oxo-1,2-dihydropyrido[2,3-d]pyrimidin-4-yl)-3-methylpiperazine-1-carboxylate